C(C)(C)(C)OC(=O)N1CC(CCC1)CCC(=O)O 3-(1-(tert-butoxycarbonyl)piperidin-3-yl)propanoic acid